ethyl 1-(2-chlorophenyl)-2,4-dimethyl-1H-imidazole-5-carboxylate ClC1=C(C=CC=C1)N1C(=NC(=C1C(=O)OCC)C)C